C(=O)(OC(C)(C)C)N[C@@H](C)C=O Boc-L-alaninealdehyde